(±)-2-Fluorodecanenitrile F[C@@H](C#N)CCCCCCCC |r|